N-{3-[7-(2-methoxyethyl)-7H-pyrrolo[2,3-d]pyrimidin-2-yl]phenyl}prop-2-enamide COCCN1C=CC2=C1N=C(N=C2)C=2C=C(C=CC2)NC(C=C)=O